BrC1=CC=C2C(=NC(N(C2=C1)CC1=CC=C(C=C1)OC)=O)C(F)(F)F 7-bromo-1-(4-methoxybenzyl)-4-(trifluoromethyl)quinazolin-2(1H)-one